C(C1=CC=CC=C1)OC=1N=C(SC1C=1C=C(C[C@]2(C[C@H](CC2)NS(=O)(=O)C)C=2OC=C(N2)CCl)C=CC1F)C N-((1S,3R)-3-(3-(4-(benzyloxy)-2-methylthiazol-5-yl)-4-fluorobenzyl)-3-(4-(chloromethyl)oxazol-2-yl)cyclopentyl)methanesulfonamide